BrC=1C(=NC(=CC1O)OCC1OCCCC1)CCC1=CC=C(C=C1)CCC 3-Bromo-2-(4-propylphenethyl)-6-((tetrahydro-2H-pyran-2-yl)methoxy)pyridin-4-ol